CN(CCNC=1N=CC2=C(N1)N=CC=C2)C (2-dimethylaminoethylamino)pyrido[2,3-d]pyrimidine